1-(2,6-DICHLOROPHENYL)-1-TOSYLMETHYL ISOCYANIDE ClC1=C(C(=CC=C1)Cl)C(S(=O)(=O)C1=CC=C(C)C=C1)[N+]#[C-]